4,4-dimethylpent-1-yne CC(CC#C)(C)C